R-2-amino-1-(4-nitrophenyl)-1,3-propanediol NC([C@H](O)C1=CC=C(C=C1)[N+](=O)[O-])CO